NCC1CCC(CC1)C(=O)NCCCCC(C(=O)OC(C)(C)C)NC(=O)N[C@@H](CCC(=O)OC(C)(C)C)C(=O)OC(C)(C)C di-tert-butyl ((6-(4-(aminomethyl)cyclohexane-1-carboxamido)-1-(tert-butoxy)-1-oxohexan-2-yl)carbamoyl)glutamate